4-[2-oxo-4-(propylamino)-2,3-dihydro-1H-1,3-benzodiazol-1-yl]piperidine-1-carboxylic acid tert-butyl ester C(C)(C)(C)OC(=O)N1CCC(CC1)N1C(NC2=C1C=CC=C2NCCC)=O